C(C)(C)(C)OC(=O)N1[C@H](CN(CC1)C1CCC(CC1)N1N=C2C=C(C(=CC2=C1)NC(C(F)(F)F)=O)C(=O)OC)COC methyl 2-((1R,4r)-4-((R)-4-(tert-butoxycarbonyl)-3-(methoxymethyl)piperazin-1-yl)cyclohexyl)-5-(2,2,2-trifluoroacetamido)-2H-indazole-6-carboxylate